C(CCC)[C@H]1CC2=C(NC3=CC=CC=C23)[C@@H](N1)C1=CC=C(C=C1)N1C2COCC1CC2 8-{4-[(1S,3S)-3-butyl-1H,2H,3H,4H,9H-pyrido[3,4-b]indol-1-yl]phenyl}-3-oxa-8-azabicyclo[3.2.1]octane